N-(1-(2-(1,1-Difluoroethyl)-6-ethylpyrimidin-4-yl)-3-(3-(dimethylamino)pyrrolidin-1-yl)-1H-pyrazolo[4,3-c]pyridin-6-yl)propionamide FC(C)(F)C1=NC(=CC(=N1)N1N=C(C=2C=NC(=CC21)NC(CC)=O)N2CC(CC2)N(C)C)CC